(tert-butyl) 4-ethyl piperidine-1,4-dicarboxylate N1(CCC(CC1)C(=O)OCC)C(=O)OC(C)(C)C